diethyl (4-(3-amino-6-(2-cyano-5-fluorophenyl)pyrazine-2-carboxamido)phenylsulfonyl)methylphosphonate NC=1C(=NC(=CN1)C1=C(C=CC(=C1)F)C#N)C(=O)NC1=CC=C(C=C1)S(=O)(=O)CP(OCC)(OCC)=O